3-diazobenzamide tetrafluoroborate F[B-](F)(F)F.[N+](=[N-])=C1CC(C(=O)N)=CC=C1